NC1CCN(CC1)C1=NC(=C2N=CN(C2=N1)C(C)C)NCC1=C(C=CC=C1)N1C=NC(=C1)C(=C)C 2-(4-aminopiperidin-1-yl)-9-isopropyl-N-(2-(4-(prop-1-en-2-yl)-1H-imidazol-1-yl)benzyl)-9H-purin-6-amine